5,5-dimethyl-3-(4-thiomorpholinylstyryl)cyclohex-2-ene CC1(CC(=CCC1)C=CC1=CC=C(C=C1)N1CCSCC1)C